O.C(C1=CC=CC=C1)=C1C(NC(C(N1)=O)=C([2H])C=1N=CNC1C(C)(C)C)=O 3-benzylidene-6-[(5-tert-butyl-1H-imidazol-4-yl)deutero-methylene]piperazine-2,5-dione monohydrate